bromo-3-chloro-7-methyl-4H-benzo[e][1,2,4]thiadiazine 1,1-dioxide BrN1C(=NS(C2=C1C=CC(=C2)C)(=O)=O)Cl